3',5-diallyl-2',5',6'-trideutero-3-[(S)-2,6-diamino-1-hexanoyl]amino-2,4'-dihydroxy-1,1'-biphenyl-hydrochloride Cl.C(C=C)C=1C(=C(C(=C(C1O)[2H])[2H])C1=C(C(=CC(=C1)CC=C)NC([C@H](CCCCN)N)=O)O)[2H]